2-(4-Oxaspiro[chroman-2,1'-cyclopentan]-6-yl)acetic acid C12(CCCC1)OC1=CC=C(C=C1OC2)CC(=O)O